C(C)OC1=NC=CC=C1C1=NC(=C(C=C1)N1[C@@H](C[C@H](CC1)SC1=C(C=CC=C1)C(F)(F)F)CC)C(=O)N[C@H]1CN(CC1)C |r| rac-2'-ethoxy-5-[(2R,4S)-2-ethyl-4-{[2-(trifluoromethyl)phenyl]sulfanyl}piperidin-1-yl]-N-[(3R)-1-methylpyrrolidin-3-yl]-[2,3'-bipyridine]-6-carboxamide